CC(C)C[C@@H](C(=O)NCC(=O)O)N The molecule is a dipeptide formed from L-leucine and glycine residues. It has a role as a metabolite. It is a tautomer of a Leu-Gly zwitterion.